(2S,4R)-2-methyl-4'-oxo-2'-(trifluoromethyl)spiro[piperidine-4,7'-thieno[2,3-C]pyran]-1-carboxylic acid tert-butyl ester C(C)(C)(C)OC(=O)N1[C@H](C[C@]2(OCC(C3=C2SC(=C3)C(F)(F)F)=O)CC1)C